2-bromo-4-(cyclopropylmethoxy)-3-fluorobenzonitrile BrC1=C(C#N)C=CC(=C1F)OCC1CC1